2-bromo-4,6-bis(trifluoromethyl)phenyl (4-fluorophenyl)(methyl)carbamate FC1=CC=C(C=C1)N(C(OC1=C(C=C(C=C1C(F)(F)F)C(F)(F)F)Br)=O)C